ClC1=C(C(=CC=C1)Cl)COC=1C=C2CCC(C2=CC1)=O 5-[(2,6-dichlorophenyl)methoxy]indan-1-one